4-(2-((S)-2-(2-cyclopropylphenyl)pyrrolidin-1-yl)-7-azaspiro[3.5]non-7-yl)benzamide C1(CC1)C1=C(C=CC=C1)[C@H]1N(CCC1)C1CC2(C1)CCN(CC2)C2=CC=C(C(=O)N)C=C2